N-(6-methylpyridin-2-yl)-N-neopentyl-benzamide CC1=CC=CC(=N1)N(C(C1=CC=CC=C1)=O)CC(C)(C)C